OC1=NOC=2CN(CCC21)C(=O)N2C[C@H]1[C@](C2)(CN(C1)C(CCC1=CC=C(C=C1)OC(F)(F)F)=O)OC trans-1-[5-(3-hydroxy-5,7-dihydro-4H-[1,2]oxazolo[5,4-c]pyridine-6-carbonyl)-3a-methoxy-3,4,6,6a-tetrahydro-1H-pyrrolo[3,4-c]pyrrol-2-yl]-3-[4-(trifluoromethoxy)phenyl]-propan-1-one